ClC=1C=C(OC2N(C=C(C=C2)C(F)(F)F)C2=CC(=CC=C2)S(=O)(=O)C)C=C(C1)F 2-(3-chloro-5-fluoro-phenoxy)-N-(3-methylsulfonyl-phenyl)-5-(trifluoromethyl)pyridine